COC1=CC(=C(C=C1OC)NC(=O)C1=NC2=CC=CC=C2N=C1)C(NC1=CC=C(C=C1)CCN(CC=1C=C2C=NN(C2=CC1)C)CC=1C=NC=C(C1)OC)=O N-(4,5-Dimethoxy-2-((4-(2-(((5-methoxypyridin-3-yl)methyl)((1-methyl-1H-indazol-5-yl)methyl)amino)ethyl)phenyl)carbamoyl)phenyl)quinoxaline-2-carboxamide